COCCN1C=CC=2C1=CN=C(C2)C2=NC=CC(=C2)C2=NOC(=N2)C(F)(F)F 3-(2-(1-(2-Methoxyethyl)-1H-pyrrolo[2,3-c]pyridin-5-yl)pyridin-4-yl)-5-(trifluoromethyl)-1,2,4-oxadiazole